4-(3-fluorophenyl)-2-((6-((4-(3-chlorophenyl)-2-oxido-1,3,2-dioxaphosphinan-2-yl)oxy)-3'-methyl-4-pentyl-[1,1'-biphenyl]-2-yl)oxy)-1,3,2-dioxaphosphinane 2-oxide FC=1C=C(C=CC1)C1OP(OCC1)(OC1=C(C(=CC(=C1)CCCCC)OP1(OCCC(O1)C1=CC(=CC=C1)Cl)=O)C1=CC(=CC=C1)C)=O